cis-indenobenzopyran O1C=CC=C2C1=C1C(C=C2)=C2C=CC=CC2=C1